2,3,4,5-tetrakis(5H-benzo[b]carbazol-5-yl)-6-(pyridin-3-yl)benzonitrile C1=C2C=3C=C4C(=CC3N(C2=CC=C1)C1=C(C#N)C(=C(C(=C1N1C2=CC=CC=C2C=2C=C3C(=CC12)C=CC=C3)N3C1=CC=CC=C1C=1C=C2C(=CC31)C=CC=C2)N2C3=CC=CC=C3C=3C=C1C(=CC23)C=CC=C1)C=1C=NC=CC1)C=CC=C4